[Ir+3].C(C)(C)(C)OCCCCCC[Si](C)(Cl)Cl (6-tert-butoxyhexyl)dichloro(methyl)silane Iridium (III)